CC1C(CCCC1)C=O 2-methylcyclohexanecarbaldehyde